3-amino-7-(2-chloro-6-methyl-phenyl)-N-[(3R)-1-methylpyrrolidin-3-yl]isoquinoline-4-carboxamide NC=1N=CC2=CC(=CC=C2C1C(=O)N[C@H]1CN(CC1)C)C1=C(C=CC=C1C)Cl